ClC1=CC=2N(C=C1)C(=C(N2)C2=C(C=C(C(=O)NC)C=C2)F)C[C@H]2CN(CCO2)C(CC)=O (S)-4-(7-chloro-3-((4-propionylmorpholin-2-yl)methyl)imidazo[1,2-a]pyridin-2-yl)-3-fluoro-N-methylbenzamide